(5-(1-(benzylsulfonyl)-1,2,5,6-tetrahydropyridin-4-yl)-3-hydroxy-pyridine-2-carbonyl)glycine C(C1=CC=CC=C1)S(=O)(=O)N1CC=C(CC1)C=1C=C(C(=NC1)C(=O)NCC(=O)O)O